C(C1=CC=CC=C1)OC1=C(C(=CC(=C1)OC(F)F)C)I 1-(Benzyloxy)-5-(difluoromethoxy)-2-iodo-3-methylbenzene